(1R,2S,5S)-3-((tert-butyloxycarbonyl)-L-isoleucyl)-6,6-dimethyl-3-azabicyclo[3.1.0]hexane-2-carboxylic acid C(C)(C)(C)OC(=O)N[C@@H]([C@@H](C)CC)C(=O)N1[C@@H]([C@H]2C([C@H]2C1)(C)C)C(=O)O